2-Methanesulfonyl-8-methyl-5-[2-(triisopropylsilyl)ethynyl]pyrido[2,3-d]pyrimidin-7-one CS(=O)(=O)C=1N=CC2=C(N1)N(C(C=C2C#C[Si](C(C)C)(C(C)C)C(C)C)=O)C